FC1=CC=C(C=C1)N1N=C(C=C(C1=O)C(=O)NC1=NC=C(C=C1)OC1=C2C(=NC=C1)NN=C2N[C@@H](COC)C)C(C)C (R)-2-(4-fluorophenyl)-6-isopropyl-N-(5-((3-((1-methoxypropan-2-yl)amino)-1H-pyrazolo-[3,4-b]pyridin-4-yl)-oxy)pyridin-2-yl)-3-oxo-2,3-dihydropyridazine-4-carboxamide